tert-butyl 6-[4-(3-phenoxyanilino)pyrido[3,2-d]pyrimidin-6-yl]-1,6-diazaspiro[3.3]heptane-1-carboxylate O(C1=CC=CC=C1)C=1C=C(NC=2C3=C(N=CN2)C=CC(=N3)N3CC2(CCN2C(=O)OC(C)(C)C)C3)C=CC1